ClC=1C(=NC=CC1C1=NC(=C(C=C1)CNCC1CCC(N1)=O)OC)C1=C(C(=CC=C1)NC1=NC=CC(=C1F)CN1C[C@H](CC1)O)Cl 5-((((3'-chloro-2'-(2-chloro-3-((3-fluoro-4-(((S)-3-hydroxypyrrolidin-1-yl)methyl)pyridin-2-yl)amino)phenyl)-6-methoxy-[2,4'-bipyridin]-5-yl)methyl)amino)methyl)pyrrolidin-2-one